C(#N)[C@@H](C[C@H]1C(NCCC1)=O)NC(=O)[C@@H]1N([C@@H]2CC([C@H]1CC2)(F)F)C([C@H](NC2=C(C=CC(=C2)F)F)C)=O (1S,3R,4S)-N-((R)-1-cyano-2-((S)-2-oxopiperidin-3-yl)ethyl)-2-((2,5-difluorophenyl)-D-alanyl)-5,5-difluoro-2-azabicyclo[2.2.2]octane-3-carboxamide